ethyl 2-amino-4-(3-fluorophenyl)thiazole-5-carboxylate NC=1SC(=C(N1)C1=CC(=CC=C1)F)C(=O)OCC